(E)-N'-(1-(2-fluorophenyl)ethylidene)benzohydrazide FC1=C(C=CC=C1)\C(\C)=N\NC(C1=CC=CC=C1)=O